(E)-3-methoxyprop-1-enyl-boronic acid COC/C=C/B(O)O